FC=1C=CC(=C(C1)[C@@H](CC=C)N)OC (R)-1-(5-fluoro-2-methoxyphenyl)-3-buten-1-amine